7-((2,4,5-trifluorobenzyl)oxy)-3,4,11,11a-tetrahydropyrimido[6',1':2,3]imidazo[5,1-c][1,4]oxazin-9(1H)-one FC1=C(COC2=NC(N3C(N4C(COCC4)C3)=C2)=O)C=C(C(=C1)F)F